CC(CN)=C (2-methylallyl)amin